FC(C(F)(F)F)([Si](Cl)(Cl)Cl)C(C(C(C(C(C(C(C(C(C(F)(F)F)(F)F)(F)F)(F)F)(F)F)(F)F)(F)F)(F)F)(F)F)(F)F perfluorodecyl-ethyl-trichlorosilane